NC1=C(C(=CC(=C1)C(CO)N1CCC1)C(F)(F)F)O 2-amino-4-(1-(azetidin-1-yl)-2-hydroxyethyl)-6-(trifluoromethyl)phenol